C[C@@H]1N(CC(C1)=O)C(=O)O (S)-2-methyl-4-oxopyrrolidine-1-carboxylic acid